CC1=NC(=NC(=C1)C)NS(=O)(=O)C1=CC=CC=C1 N-(4,6-dimethyl-pyrimidine-2-yl)benzenesulfonamide